N-(6-chloropyridin-3-yl)-6-methoxyisoquinolin-1-amine ClC1=CC=C(C=N1)NC1=NC=CC2=CC(=CC=C12)OC